ClC1=C(C(=CC=C1)F)NC(C1=C(C=C(C(=C1)F)C=1OC(=NN1)C1CC1)O[C@H](C(F)(F)F)C)=O (S)-N-(2-chloro-6-fluorophenyl)-4-(5-cyclopropyl-1,3,4-oxadiazol-2-yl)-5-fluoro-2-((1,1,1-trifluoropropan-2-yl)oxy)benzamide